3,3'-difluoro-4,4'-methylenedianiline FC=1C=C(N)C=CC1CC1=C(C=C(N)C=C1)F